2,4-dihydroxyl-3,6-dimethyl-benzoic acid methyl ester COC(C1=C(C(=C(C=C1C)O)C)O)=O